ruthenium chlorocarbonylhydrido[4,5-bis-(di-iso-propyl-phosphinomethyl)acridine] ClC(=O)C1=CC2=CC3=CC=CC(=C3N=C2C(=C1)C(P)(C(C)C)C(C)C)C(P)(C(C)C)C(C)C.[Ru]